BrC=1C(=C(N(C1C(F)(F)F)COCC)C1=CC=C(C=C1)Cl)C#N 4-bromo-2-(4-chlorophenyl)-1-(ethoxy-methyl)-5-(trifluoromethyl)pyrrole-3-carbonitrile